Phenyl-(m-tolyl)methanone tert-Butyl-(2S)-4-(4-amino-3-hydroxyphenyl)-2-methylpiperazine-1-carboxylate C(C)(C)(C)OC(=O)N1[C@H](CN(CC1)C1=CC(=C(C=C1)N)O)C.C1(=CC=CC=C1)C(=O)C=1C=C(C=CC1)C